3,3-dimethylpiperazine-1-carboxylate CC1(CN(CCN1)C(=O)[O-])C